ClCC1=CC=C(C=C1)NS(=O)(=O)C1=C(C=C(C(=O)NCCN2C(C=CC2=O)=O)C=C1)[N+](=O)[O-] 4-{[4-(chloromethyl)phenyl]sulfamoyl}-N-[2-(2,5-dioxopyrrol-1-yl)ethyl]-3-nitrobenzamide